N1(N=CC=C1)CC1=CC=C(C=C1)CS(=O)(=O)[O-] 4-((1H-pyrazol-1-yl)methyl)phenylmethanesulfonate